(4R,5R)-rel-1-[2-[(tert-butyldimethylsilyl)oxy]ethyl]-4-(2,3-dichloro-6-[[2-(trimethylsilyl)ethoxy]methoxy]phenyl)-5-methylpyrrolidin-2-one [Si](C)(C)(C(C)(C)C)OCCN1C(C[C@@H]([C@H]1C)C1=C(C(=CC=C1OCOCC[Si](C)(C)C)Cl)Cl)=O |o1:13,14|